F[C@H]1CN(CC1)CC1=CC(=C2CN(C(C2=C1)=O)C1=CC(=CC=C1)[C@@H](CC1=NN=CN1C)C)C(F)(F)F 6-(((R)-3-fluoropyrrolidin-1-yl)methyl)-2-(3-((R)-1-(4-methyl-4H-1,2,4-triazol-3-yl)propan-2-yl)phenyl)-4-(trifluoromethyl)isoindolin-1-one